BrC=1C(=C(C#N)C=C(C1)C(=O)C1=C(N=C2N1CCCC2)CC)O 3-bromo-5-(2-ethyl-5,6,7,8-tetrahydroimidazo[1,2-a]pyridine-3-carbonyl)-2-hydroxybenzonitrile